N-methyl-3,4-dimethylbenzylamine CNCC1=CC(=C(C=C1)C)C